C(C)[C@@H]1CN=C2N1C1=CC=C(C=C1C(N2CC2=CN=C(S2)C)=O)S(=O)(=O)NC2(CC2)C (R)-1-ethyl-N-(1-methylcyclopropyl)-4-((2-methylthiazol-5-yl)methyl)-5-oxo-1,2,4,5-tetra-hydroimidazo[1,2-a]quinazoline-7-sulfonamide